2-((2S,3R)-2-(acetoxymethyl)-1-methylpyrrolidin-3-yl)-6-acetyl-3,5-dimethoxyphenyl 4-fluorobenzoate FC1=CC=C(C(=O)OC2=C(C(=CC(=C2C(C)=O)OC)OC)[C@@H]2[C@H](N(CC2)C)COC(C)=O)C=C1